N1-([1,1'-biphenyl]-4-yl)-N3-(4-(tert-butyl)phenyl)-2-chlorobenzene-1,3-diamine C1(=CC=C(C=C1)NC1=C(C(=CC=C1)NC1=CC=C(C=C1)C(C)(C)C)Cl)C1=CC=CC=C1